NC1=CC=C2C(NC(=NC2=C1)[C@@H]1[C@H](C1)C1=CC(=CC=C1)Cl)=O 7-amino-2-((1S,2S)-2-(3-chlorophenyl)cyclopropyl)quinazolin-4(3H)-one